FC1=C(C=CC(=C1)F)CN(C(=O)NCC=1C=C2CCCC2=CC1)C1CCN(CC1)C 1-[(2,4-difluorophenyl)methyl]-3-[(2,3-dihydro-1H-inden-5-yl)methyl]-1-(1-methylpiperidin-4-yl)urea